3-{4-[4-(2-methoxyphenyl)piperazine-1-sulfonyl]phenyl}-1-(pyridin-3-ylmethyl)urea COC1=C(C=CC=C1)N1CCN(CC1)S(=O)(=O)C1=CC=C(C=C1)NC(NCC=1C=NC=CC1)=O